2,3-dihydroxypropan-1-yl 16-hydroxyhexadecanoate OCCCCCCCCCCCCCCCC(=O)OCC(CO)O